4-(2-chloro-6-fluorobenzyl)-6-hydroxy-2H-benzo[b][1,4]thiazin-3(4H)-one ClC1=C(CN2C3=C(SCC2=O)C=CC(=C3)O)C(=CC=C1)F